methyl-N4-(5-methyl-1H-pyrazol-3-yl)-6-(1-methyl-1H-pyrazol-4-yl)pyrimidine-2,4-diamine CC=1C(=NC(=NC1C=1C=NN(C1)C)N)NC1=NNC(=C1)C